C(#N)C1=C(C=C(C=C1)NC([C@@](CN1C2=CC=CC=C2C=2C=C(C=CC12)[N+](=O)[O-])(C)O)=O)C(F)(F)F (S)-N-(4-cyano-3-(trifluoromethyl)phenyl)-2-hydroxy-2-methyl-3-(3-nitro-9H-carbazol-9-yl)propanamide